C(C1=CC=CC=C1)N1C=CC2=C(C=CC=C12)OCC1OC1 1-benzyl-4-(oxiran-2-ylmethoxy)-1H-indole